tert-butyl (2R,4S) and (2S,4S)-2-(2-(3-acetyl-5-(2-methylpyrimidin-5-yl)-1H-indazol-1-yl) acetyl)-4-fluoropyrrolidine-1-carboxylate C(C)(=O)C1=NN(C2=CC=C(C=C12)C=1C=NC(=NC1)C)CC(=O)[C@@H]1N(C[C@H](C1)F)C(=O)OC(C)(C)C |&1:22|